BrC1=CC=C2C3(CC=4C(=NOC4C2=C1)NS(=O)(=O)C1(CCOCC1)Cl)CC3 N-(8'-bromo-4'H-spiro[cyclopropane-1,5'-naphtho[2,1-d]isoxazol]-3'-yl)-4-chlorotetrahydro-2H-pyran-4-sulfonamide